N-[(6-Amino-2-pyridyl)sulfonyl]-6-(3-fluoro-5-isobutoxyphenyl)-2-[(3S)-3-methyl-1-piperidyl]pyridin-3-carboxamid NC1=CC=CC(=N1)S(=O)(=O)NC(=O)C=1C(=NC(=CC1)C1=CC(=CC(=C1)OCC(C)C)F)N1C[C@H](CCC1)C